C(C)(C)C1=C(C(=CC(=C1)C(C)C)C(C)C)C=1C=C(C2=CC=CC=C2C1)C1=CC(=CC2=CC=CC=C12)C1=C(C=C(C=C1C(C)C)C(C)C)C(C)C (R)-3,3'-bis(2,4,6-triisopropylphenyl)-1,1'-binaphthyl